tert-Butyl-((3R,5R)-1-(2-(6-chloro-1-(cyclopropylmethyl)-1H-pyrrolo[2,3-b]pyridin-2-yl)-3-methylbenzofuran-6-carbonyl)-5-fluoropiperidin-3-yl)carbamate C(C)(C)(C)OC(N[C@H]1CN(C[C@@H](C1)F)C(=O)C1=CC2=C(C(=C(O2)C2=CC=3C(=NC(=CC3)Cl)N2CC2CC2)C)C=C1)=O